N1N=NC=2N=C(N=CC21)C=2C=CC(=C(C(=O)NC1=CC(=C(C=C1)OC1CCCC1)F)C2)F 5-(1H-[1,2,3]triazolo[4,5-d]pyrimidin-5-yl)-N-(4-(cyclopentyloxy)-3-fluorophenyl)-2-fluorobenzamide